N-Cbz-serine benzyl ester C(C1=CC=CC=C1)OC([C@@H](NC(=O)OCC1=CC=CC=C1)CO)=O